6-(4-trifluoromethylphenyl)-2-(1-methyl-1H-pyrazol-4-yl)pyrimidine-4-carboxylic acid FC(C1=CC=C(C=C1)C1=CC(=NC(=N1)C=1C=NN(C1)C)C(=O)O)(F)F